N-(3-((5-(4-bromophenyl)-2-((1-methyl-1H-pyrazol-4-yl)amino)pyrimidin-4-yl)amino)-5-fluorophenyl)acrylamide BrC1=CC=C(C=C1)C=1C(=NC(=NC1)NC=1C=NN(C1)C)NC=1C=C(C=C(C1)F)NC(C=C)=O